CC=1C=CC=2N(C1)C=C(N2)CN2C(C1=CN=CC(=C1C=C2)C2=CC=NC=C2)=O 2-({6-methylimidazo[1,2-a]pyridin-2-yl}methyl)-5-(pyridin-4-yl)-1,2-dihydro-2,7-naphthyridin-1-one